ClC=1C(=C(C=C(C=O)C1)O)O 5-chloro-3,4-dihydroxybenzaldehyde